3,4-dicarboxylcyclohexane C(=O)(O)C1CCCCC1C(=O)O